N-[1-(1,3-dioxolan-2-yl)cyclopropyl]-5-(1H-indole-2-carbonyl)-N-methyl-4H,5H,6H,7H-pyrazolo[1,5-a]pyrazine-3-carboxamide O1C(OCC1)C1(CC1)N(C(=O)C=1C=NN2C1CN(CC2)C(=O)C=2NC1=CC=CC=C1C2)C